C(C)N1C2=NC(=NC(=C2N=C1C1=CC=NC=C1)N1CCC(CC1)O)N/N=C/C1=CC(=CC=C1)C (E)-1-(9-ethyl-2-(2-(3-methylbenzylidene)hydrazino)-8-(pyridin-4-yl)-9H-purin-6-yl)piperidin-4-ol